N,N'-bis(2,3-dihydroxypropyl)-2,4,6-triiodo-5-[(methoxyacetyl)amino]-N-methyl-1,3-benzenedicarboxamide OC(CN(C(=O)C1=C(C(=C(C(=C1I)NC(COC)=O)I)C(=O)NCC(CO)O)I)C)CO